1-[3-(4-Bromo-2-methyl-2H-pyrazol-3-yl)-4-methoxyphenyl]-3-{4-chloro-2-[(2-dimethylamino-ethyl)-methyl-amino]-phenyl}-urea BrC1=C(N(N=C1)C)C=1C=C(C=CC1OC)NC(=O)NC1=C(C=C(C=C1)Cl)N(C)CCN(C)C